C(C)(C)(C)N1C[C@@H](CC1)[C@H](C(=O)OC(C)(C)C)CC1=CC(=CC=C1)N tert-Butyl-(3S)-3-[(1R)-1-[(3-aminophenyl)methyl]-2-tert-butoxy-2-oxo-ethyl]pyrrolidine